2-((1-(7-cyano-6-(4-fluorophenyl)-2-methylquinolin-4-yl)ethyl)amino)benzoic acid C(#N)C1=C(C=C2C(=CC(=NC2=C1)C)C(C)NC1=C(C(=O)O)C=CC=C1)C1=CC=C(C=C1)F